N'-(succinylbis(oxy))bis(N-benzyl-2,2-dimethylbutanamide) C(CCC(=O)OC(C(C(=O)NCC1=CC=CC=C1)(C)C)C)(=O)OC(C(C(=O)NCC1=CC=CC=C1)(C)C)C